ClC=1C=C(C=CC1C#N)N1C(N(C(C1=O)(C)C)C1=CC=C(C=C1)N1CCC(CC1)CN1CCN(CC1)C(=O)OC(C)(C)C)=S tert-butyl 4-((1-(4-(3-(3-chloro-4-cyanophenyl)-5,5-dimethyl-4-oxo-2-thioxoimidazolidin-1-yl)phenyl) piperidin-4-yl)methyl)piperazine-1-carboxylate